C(CCCC)(=O)[O-].C(CCCC)(=O)[O-].C(CCC)[Sn+2]CCCC dibutyltin divalerate